C(C)(C)(C)OC(N([C@@H]1CNCCC1)C)=O (S)-methyl-(piperidin-3-yl)carbamic acid tert-butyl ester